C(C)(C)(C)C1C(CN2N1C(C(=C(C2=O)SCCO)SCCO)=O)C(=O)O.CC2=C(C(=CC=C2)C)C=2C1=CC=C(N1)C(=C1C=CC(C(=C3C=CC(=C(C=4C=CC2N4)C4=C(C=CC=C4C)C)N3)C3=C(C=CC=C3C)C)=N1)C1=C(C=CC=C1C)C 5,10,15,20-tetrakis(2,6-dimethylphenyl)porphyrin tert-butyl-6,7-bis(2-hydroxyethylsulfanyl)-5,8-dioxo-2,3-dihydro-1H-pyrazolo[1,2-a]pyridazine-2-carboxylate